NC=1C(=NC(=C(N1)C)C)C(=O)OC methyl 3-amino-5,6-dimethylpyrazine-2-carboxylate